CC(C)(CCC(C)(OO)C)OO 2,5-dimethyl-2,5-dihydroperoxyhexane